BrC=1C=C(CO)C=C(C1)Cl 3-Bromo-5-chlorobenzyl alcohol